C(#N)C(=CC=1C=C(OCCC(=O)N[C@@H](CC2=CC=CC=C2)B(O)O)C=CC1)C1=NC=CC=C1 (R)-(1-(3-(3-(2-cyano-2-(pyridin-2-yl)vinyl)phenoxy)propanamido)-2-phenylethyl)boronic acid